3-(2-(dipropyl-amino)ethyl)-1H-indol-4-yl dihydrogen phosphate P(=O)(OC1=C2C(=CNC2=CC=C1)CCN(CCC)CCC)(O)O